ClC1=C(C=C(C=C1)C(CCNC(OCC1=CC=CC=C1)=O)(C)O)F benzyl (3-(4-chloro-3-fluorophenyl)-3-hydroxybutyl)carbamate